(R)-3-Methyl-4-(4-(1-Methyl-1H-pyrazol-5-yl)-5-(prop-1-en-2-yl)-7-(1H-pyrazol-5-yl)imidazo[1,5-b]pyridazin-2-yl)morpholine C[C@H]1N(CCOC1)C=1C=C(C=2N(N1)C(=NC2C(=C)C)C2=CC=NN2)C2=CC=NN2C